C(C=C)C1C(NC(NC1=O)=O)=O 5-allylbarbituric acid